2-(5-benzyloxypentoxy)acetaldehyde C(C1=CC=CC=C1)OCCCCCOCC=O